fluorouracil azide [N-]=[N+]=[N-].N1C(=O)NC(=O)C(F)=C1